NC=1C=2N(C=CN1)C(=NC2C2=CC=C(C(=O)NC1=NC=CC=C1)C=C2)[C@H]2N(CCC2)CCCCNC2=C1C(N(C(C1=CC=C2)=O)C2C(NC(CC2)=O)=O)=O 4-(8-amino-3-((2S)-1-(4-((2-(2,6-dioxopiperidin-3-yl)-1,3-dioxoisoindoline-4-yl)amino)butyl)pyrrolidin-2-yl)imidazo[1,5-a]pyrazin-1-yl)-N-(pyridin-2-yl)benzamide